N-[5-(2,2-difluoroethyl)-4,6-dimethoxy-pyrimidin-2-yl]-5-thiazol-4-yl-1H-pyrrole-3-sulfonamide FC(CC=1C(=NC(=NC1OC)NS(=O)(=O)C1=CNC(=C1)C=1N=CSC1)OC)F